COC(=O)NC1=C(N=C(N=C1N)C2=NN(C3=C2C=CC=N3)CC4=CC=CC=C4F)N The molecule is a member of the class of pyrazolopyridines that is 1H-pyrazolo[3,4-b]pyridine which is substituted by a 2-fluorobenzyl and 4,6-diamino-5-[(methoxycarbonyl)amino]pyrimidin-2-yl groups at positions 1 and 3, respectively. It is an active metabolite of riociguat and a soluble guanylate cyclase stimulator developed by Bayer for the treatment of erectile dysfunction and heart failure. It has a role as a soluble guanylate cyclase activator, an antihypertensive agent, a drug metabolite and a vasodilator agent. It is a pyrazolopyridine, a member of monofluorobenzenes, a carbamate ester and an aminopyrimidine.